F[C@H]1C[C@H](N2N=C(N=C21)\C=C/C#N)C2=CC=CC=C2 |r| (Z)-rac-(5s,7s)-3-(7-fluoro-5-phenyl-6,7-dihydro-5H-pyrrolo[1,2-b][1,2,4]triazol-2-yl)prop-2-enenitrile